4-(5-{[(4-fluorophenyl)methyl](methyl)amino}-4-methyl-1H-pyrazol-3-yl)-1-[2-(morpholin-4-yl)acetyl]azetidin-2-one FC1=CC=C(C=C1)CN(C1=C(C(=NN1)C1CC(N1C(CN1CCOCC1)=O)=O)C)C